C(#CCCCC)C1=C(N)C=CC=C1 2-(1-hexynyl)aniline